COC(=O)C1CCC(CC1)O methyl (1S,4S)-4-hydroxycyclohexane-1-carboxylate